BrC1=NN(C=C1)C1=NC=CC=C1N 3-bromo-1-(3-amino-2-pyridyl)-1H-pyrazole